FC=1C(=C(C=CC1F)[C@H]1[C@@H](O[C@]([C@H]1C)(C(F)(F)F)C)C(=O)NC1=CC(=NC=C1)C(=O)N)OC1CN(C1)C 4-((2R,3S,4S,5R)-3-(3,4-difluoro-2-((1-methylazetidin-3-yl)oxy)phenyl)-4,5-dimethyl-5-(trifluoromethyl)tetrahydrofuran-2-carboxamido)picolinamide